8-Oxa-2-aza-spiro[4.5]decane-2-carboxylic acid (4-methoxy-6-methyl-7-phenyl-thiazolo[4,5-c]pyridin-2-yl)-amide COC1=NC(=C(C2=C1N=C(S2)NC(=O)N2CC1(CC2)CCOCC1)C1=CC=CC=C1)C